4-(4,6-dioxo-5,7,8,9-tetrahydrothieno[2,3-c]quinolin-2-yl)pyrazole-1-carboxylic acid tert-butyl ester C(C)(C)(C)OC(=O)N1N=CC(=C1)C1=CC2=C(C(NC=3C(CCCC23)=O)=O)S1